OC1=C(C(=O)N)C=CC(=C1)NC1=NC=C(C(=N1)NCC1=NC=CN=C1N(S(=O)(=O)C)C)C(F)(F)F 2-hydroxy-4-({4-[({3-[methyl(methylsulfonyl)amino]pyrazin-2-yl}methyl)amino]-5-(trifluoromethyl)pyrimidin-2-yl}amino)benzamide